ClC1=C(C=C2C=C(N=CC2=C1)NC(=O)[C@@H]1[C@H]([C@H]1C=1C=NN(C1)C)CC)[C@@H]1C[C@@H](C1)C#N (1R,2S,3R)-N-(7-chloro-6-(cis-3-cyanocyclobutyl)isoquinolin-3-yl)-2-ethyl-3-(1-methyl-1H-pyrazol-4-yl)cyclopropane-1-carboxamide